N-[(6-Amino-2-pyridyl)sulfonyl]-6-tert-butyl-5-(1,4-dioxaspiro[4.5]dec-8-en-9-yl)-2-(2,2,4-trimethylpyrrolidin-1-yl)pyridin-3-carboxamid NC1=CC=CC(=N1)S(=O)(=O)NC(=O)C=1C(=NC(=C(C1)C1=CCCC2(OCCO2)C1)C(C)(C)C)N1C(CC(C1)C)(C)C